C(C1=CC=CC=C1)OC1=C(N=CC2=C(C=C(C=C12)F)Br)C(=O)OC methyl 4-(benzyloxy)-8-bromo-6-fluoroisoquinoline-3-carboxylate